C(C(CCCCCC)[O-])[O-] 1,2-octanediolat